Methyl 4-(2-acetoxyacetyl)-6-bromo-2-((tert-butoxycarbonyl)(methyl-d3)amino)nicotinate C(C)(=O)OCC(=O)C1=CC(=NC(=C1C(=O)OC)N(C([2H])([2H])[2H])C(=O)OC(C)(C)C)Br